N-(3-(1H-imidazol-1-yl)propyl)-7-chloro-5-phenylpyrazolo[1,5-a]pyrimidine-2-carboxamide N1(C=NC=C1)CCCNC(=O)C1=NN2C(N=C(C=C2Cl)C2=CC=CC=C2)=C1